FC1([C@H](C1)C1=CC=C(C=C1)CC(=O)OCC)F |r| racemic-ethyl 2-[4-(2,2-difluorocyclopropyl)phenyl]acetate